5-(2-(4-chloro-2-(trifluoromethyl)phenyl)-3-oxohexahydroimidazo[1,5-a]pyrazine-7(1H)-yl)-2'-ethoxy-[2,3'-bipyridine]-6-carbaldehyde ClC1=CC(=C(C=C1)N1C(N2C(CN(CC2)C=2C=CC(=NC2C=O)C=2C(=NC=CC2)OCC)C1)=O)C(F)(F)F